methyl-N2-(3-methylisoxazolo[5,4-b]pyridin-5-yl)-N4-(2-oxo-2,3-dihydro-1,3-benzoxazol-5-yl)-2,4-pyrimidinediamine CC=1C(=NC(=NC1)NC=1C=C2C(=NC1)ON=C2C)NC=2C=CC1=C(NC(O1)=O)C2